5-[(2S,5R)-5-methyl-2-piperidyl]isoindolin-1-one C[C@@H]1CC[C@H](NC1)C=1C=C2CNC(C2=CC1)=O